(1S,3S)-3-((6-(5-Chloro-3-((((4-nitrophenoxy)carbonyl)oxy)methyl)thiophen-2-yl)-2-methyl pyridin-3-yl)oxy)cyclohexane-1-carboxylate ClC1=CC(=C(S1)C1=CC=C(C(=N1)C)O[C@@H]1C[C@H](CCC1)C(=O)[O-])COC(=O)OC1=CC=C(C=C1)[N+](=O)[O-]